O=C1NC(CCC1N1C(C2=CC=CC(=C2C1=O)NCC=1C=NN(C1)C1CCN(CC1)C(CC1CCC(CC1)C1=CC=CC=C1)=O)=O)=O 2-(2,6-dioxopiperidin-3-yl)-4-(((1-(1-(2-(4-phenylcyclohexyl)acetyl)piperidin-4-yl)-1H-pyrazol-4-yl)methyl)amino)isoindoline-1,3-dione